6-(2,5-dihydrofuran-3-yl)-N-(4-fluoro-2-methanesulfonylphenyl)pyridine-3-carboxamide O1CC(=CC1)C1=CC=C(C=N1)C(=O)NC1=C(C=C(C=C1)F)S(=O)(=O)C